(R)-3-(tert-butyl)-N-(4-(6-(3,4-dimethylpiperazin-1-yl)pyrrolo[2,1-f][1,2,4]triazin-4-yl)-2-methylbenzyl)-1,2,4-oxadiazole-5-carboxamide C(C)(C)(C)C1=NOC(=N1)C(=O)NCC1=C(C=C(C=C1)C1=NC=NN2C1=CC(=C2)N2C[C@H](N(CC2)C)C)C